C(C)(C)O[Si](OC(CCC)=O)(OC(CCC)=O)OC(C)C diisopropoxy-dibutanoyloxy-silane